C(#N)C=1C=C(C=CC1)CC(C=1SC2=C(N1)C=CC=C2N(C)CCN(C)C)NC(OC(C)(C)C)=O tert-Butyl N-[2-(3-cyanophenyl)-1-(7-{[2-(dimethylamino)ethyl] (methyl)amino}-1,3-benzothiazol-2-yl)ethyl]carbamate